N-(4-tert-butylphenylthio)succinimide C(C)(C)(C)C1=CC=C(C=C1)SN1C(CCC1=O)=O